6-(4-Amino-2,6-dichlorophenoxy)-4-(propan-2-yl-d7)pyridazine-3(2H)-one NC1=CC(=C(OC=2C=C(C(NN2)=O)C(C([2H])([2H])[2H])(C([2H])([2H])[2H])[2H])C(=C1)Cl)Cl